1-(4-methylbenzyl)imidazolin-2-imine Hydrobromide Br.CC1=CC=C(CN2C(NCC2)=N)C=C1